pentandiamide C(CCCC(=O)N)(=O)N